5-(allyloxy)m-benzenedicarbaldehyde C(C=C)OC=1C=C(C=C(C1)C=O)C=O